F[B-](F)(F)F.NC1=CC=CC=C1 aniline tetrafluoroborate